OC=1C(=CC2=C(N(C[C@H]3N(C4=CC=CC=C4C3)C2=O)C(=O)OCC(C)(C)SSCCCC(=O)OC)C1)OC 2-((4-methoxy-4-oxobutyl)disulfanyl)-2-methylpropyl (S)-9-hydroxy-8-methoxy-6-oxo-12a,13-dihydro-6H-benzo[5,6][1,4]diazepino[1,2-a]indole-11(12H)-carboxylate